C(C1=CC=CC=C1)(C1=CC=CC=C1)NC=1C=CC(=NC1)[C@@H](C(F)(F)F)N(C(=O)C1CN(C(N(C1)CC1=CC=CC=C1)=O)CC1=CC=CC=C1)C (S)-N-(1-(5-(Benzhydrylamino)pyridin-2-yl)-2,2,2-trifluoroethyl)-1,3-dibenzyl-N-methyl-2-oxohexahydropyrimidine-5-carboxamide